3-indolyl-1,3-thiazole N1C(=CC2=CC=CC=C12)N1CSC=C1